ClC1=NC=2N(C(=C1)OC)N=C(N2)N2CCOCC2 4-(5-chloro-7-methoxy-[1,2,4]triazolo[1,5-a]pyrimidin-2-yl)morpholine